C(CC)N(C(=O)C1=NC=CC=C1)CCC N,N-dipropylpyridinamide